tert-Butyl 2-(1-(tert-butoxycarbonyl)piperidin-4-yl)-4-(2,4-dioxotetrahydropyrimidin-1(2H)-yl)-1H-indole-1-carboxylate C(C)(C)(C)OC(=O)N1CCC(CC1)C=1N(C2=CC=CC(=C2C1)N1C(NC(CC1)=O)=O)C(=O)OC(C)(C)C